FC(C(F)(F)OCCC)C(F)(F)F Propyl hexafluoropropyl ether